C(C)OP(=O)(OC1CCS(C1)(=O)=O)OCC 4-diethoxyphosphinyloxytetrahydrothiophene-1,1-dioxide